Methyl 3-(1,4-dimethyl-1H-benzo[d][1,2,3]triazol-5-yl)-3-(3-(((R)-2-ethyl-2,3,8,9,10,11-hexahydronaphtho[2,1-f][1,4]oxazepin-4(5H)-yl) methyl)-4-methylphenyl)-2,2-dimethylpropionate CN1N=NC2=C1C=CC(=C2C)C(C(C(=O)OC)(C)C)C2=CC(=C(C=C2)C)CN2C[C@H](OC1=C(C2)C=CC=2CCCCC21)CC